2,4,5-trihydroxypyrimidine, hydrate O.OC1=NC=C(C(=N1)O)O